C(C)(C)(C)OC(=O)N[C@@H](C(=O)O)C1CCC(CC1)C (R)-2-((tert-butoxycarbonyl)amino)-2-((1r,4R)-4-methylcyclohexyl)acetic acid